COC(=O)C1=CN=C(O1)Br.FC1=C(C=C(C=C1)C=1OC(=CN1)C(=O)O)O 2-(4-Fluoro-3-hydroxyphenyl)oxazole-5-carboxylic acid Methyl-2-bromooxazole-5-carboxylate